C(C1=CC=CC=C1)(=O)C1=CC(=O)NC1=O 3-benzoylmaleimide